CC1=C(C=CC=C1B1OC(C(O1)(C)C)(C)C)NC(\C=C\C)=O (E)-N-(2-methyl-3-(4,4,5,5-tetramethyl-1,3,2-dioxaborolan-2-yl)phenyl)but-2-enamide